NC1=C(OCCC(=O)O)C=C(C(=C1)C(=O)OCC)Br 3-(2-amino-5-bromo-4-ethoxycarbonyl-phenoxy)propanoic acid